3-(5-(4-(3-((4-((8-cyclopentyl-7-oxo-7,8-dihydropyrido[2,3-d]pyrimidin-2-yl)-amino)piperidin-1-yl)sulfonyl)benzyl)piperazin-1-yl)-6-fluoro-1-oxoisoindolin-2-yl)piperidine-2,6-dione C1(CCCC1)N1C(C=CC2=C1N=C(N=C2)NC2CCN(CC2)S(=O)(=O)C=2C=C(CN1CCN(CC1)C=1C=C3CN(C(C3=CC1F)=O)C1C(NC(CC1)=O)=O)C=CC2)=O